CC1=C(C=C(N)C=C1)C=1N=C(OC1)C 4-methyl-3-(2-methyloxazol-4-yl)aniline